[N+](=O)([O-])C1=CC=C(C=N1)OC1=C(C(=O)OC)C=CC=C1 methyl 2-((6-nitropyridin-3-yl)oxy)benzoate